N1N=CC(=C1)C1=CC=C(C=C1)NC1=NC(=NC=C1)C1=CC=C2C=C(NC2=C1)C(=O)N(C)CCOC 6-(4-((4-(1H-pyrazol-4-yl)phenyl)-amino)-pyrimidin-2-yl)-N-(2-methoxyethyl)-N-methyl-1H-indole-2-carboxamide